N1=CC=C(C=C1)CNCCN N-(4-pyridinylmethyl)-1,2-ethanediamine